(Z)-3-(2-hydroxyethyl)-11,11-dimethyl-13-((2,5,8-trimethyl-2-((3E,7E)-4,8,12-trimethyltrideca-3,7,11-trien-1-yl)chroman-6-yl)oxy)-10,12-dioxa-3-aza-11-silatriacont-21-en-1-ol OCCN(CCO)CCCCCCO[Si](OC(CCCCCCC\C=C/CCCCCCCC)OC=1C(=C2CCC(OC2=C(C1)C)(CC\C=C(\CC\C=C(\CCC=C(C)C)/C)/C)C)C)(C)C